[3-(2-methoxy-2-oxo-ethyl)phenyl]piperidine-1-carboxylic acid tert-butyl ester C(C)(C)(C)OC(=O)N1C(CCCC1)C1=CC(=CC=C1)CC(=O)OC